CC=1C(=NC=CC1)C1=NC=CC=C1SCC 3-methyl-3'-ethylthio-2,2'-bipyridine